COC([C@H](CC1CC(CC1)=O)NC(=O)OC(C)(C)C)=O (2S)-2-((tert-Butoxycarbonyl)amino)-3-(3-oxocyclopentyl)propanoic acid methyl ester